2-(4-methoxyphenyl)-2-oxoethyl (S)-2-hydroxy-2-methyl-3-oxobutanoate O[C@](C(=O)OCC(=O)C1=CC=C(C=C1)OC)(C(C)=O)C